FC1(CN(C1)C=1C=CC(=NC1)NC1=C2C(=NC(=C1)C1=C(C=CC=C1F)F)CNC2=O)F 4-((5-(3,3-difluoroazetidin-1-yl)pyridin-2-yl)amino)-2-(2,6-difluorophenyl)-6,7-dihydro-5H-pyrrolo[3,4-b]pyridin-5-one